1,2-dihexadecyl-sn-glycero-3-phosphoethanolamine C(CCCCCCCCCCCCCCC)OC[C@@H](OCCCCCCCCCCCCCCCC)COP(=O)(O)OCCN